FC1=C(C=CC(=C1)F)C1=C(C=C2C(=NC(N3C2=C1S[C@H](C3)CN(C)C)=O)N3[C@H](CNCC3)C)C(F)(F)F (2S)-10-(2,4-difluorophenyl)-2-((dimethylamino)methyl)-7-((S)-2-methylpiperazin-1-yl)-9-(trifluoromethyl)-2,3-dihydro-5H-[1,4]thiazino[2,3,4-ij]quinazolin-5-one